(E)-6-(4-(Dimethylamino)but-2-enoyl)-4-(2-(1-ethyl-3-(trifluoromethyl)-1H-pyrazol-4-yl)-4-hydroxyphenyl)-4,5,6,7-tetrahydrothieno[2,3-c]pyridine-2-carbonitrile CN(C/C=C/C(=O)N1CC2=C(C(C1)C1=C(C=C(C=C1)O)C=1C(=NN(C1)CC)C(F)(F)F)C=C(S2)C#N)C